C(C)(C)(C)OC(=O)N1CC2(CC2)[C@@H]([C@@H]1CC1=C(C(=CC=C1)Br)F)NS(=O)(=O)C (6s,7s)-6-(3-bromo-2-fluorobenzyl)-7-(methylsulfonylamino)-5-azaspiro[2.4]heptane-5-carboxylic acid tert-butyl ester